N-[2-(1-methylpiperidin-4-yl)ethyl]-6-[4-(prop-2-enamido)quinolin-6-yl]pyridine-2-carboxamide CN1CCC(CC1)CCNC(=O)C1=NC(=CC=C1)C=1C=C2C(=CC=NC2=CC1)NC(C=C)=O